C(C)N1N=C(C(=C1)C1=C(C=CC=C1)[C@H]1C2=C(CN(C1)C(\C=C\[C@H](COC)NC)=O)SC(=C2)C#N)C(F)(F)F (S)-4-(2-(1-Ethyl-3-(trifluoromethyl)-1H-pyrazol-4-yl)phenyl)-6-((R,E)-5-methoxy-4-(methylamino)pent-2-enoyl)-4,5,6,7-tetrahydrothieno[2,3-c]pyridine-2-carbonitrile